O(P([O-])(=O)OP(=O)([O-])[O-])CC=C(CO)C 4-hydroxy-3-methylbut-2-en-1-yl diphosphate